(S)-1-((2,2-dimethyl-1,3-dioxan-5-yl)methyl)-3-(4-fluorophenyl)-1-(1-(1-oxo-1,2-dihydroisoquinolin-4-yl)ethyl)urea CC1(OCC(CO1)CN(C(=O)NC1=CC=C(C=C1)F)[C@@H](C)C1=CNC(C2=CC=CC=C12)=O)C